[Si](C)(C)(C(C)(C)C)OC1=CC(=C(/C=C/C2=C(C(=O)OC)C=CC=C2)C=C1)C Methyl (E)-2-(4-((tert-butyldimethylsilyl)oxy)-2-methylstyryl)benzoate